CC1(OB(OC1(C)C)C=1CCN(CC1)C(=O)OCCCC)C butyl 4-(4,4,5,5-tetramethyl-1,3,2-dioxaborolan-2-yl)-3,6-dihydropyridine-1(2H)-carboxylate